methyl 1-(4-(4-acryloyl-3-(cyanomethyl)piperazin-1-yl)-2-(2-(dimethylamino)ethoxy)-5,6,7,8-tetrahydroquinazolin-7-yl)-1,2,3,4-tetrahydroquinoline-6-carboxylate C(C=C)(=O)N1C(CN(CC1)C1=NC(=NC=2CC(CCC12)N1CCCC2=CC(=CC=C12)C(=O)OC)OCCN(C)C)CC#N